N1CC(C1)CN1C[C@@H]2[C@H](C1)CC(C2)N2CCC(CC2)N2N=C(C=1C2=NC=NC1N)C1=CC=C(C=C1)OC1=CC=CC=C1 1-(1-((3aR,6aS)-2-(azetidin-3-ylmethyl)octahydrocyclopenta[c]pyrrol-5-yl)piperidin-4-yl)-3-(4-phenoxyphenyl)-1H-pyrazolo[3,4-d]pyrimidin-4-amine